(chloromethyl)dimethoxyvinylsilane 6-((4-(2-(((benzyloxy)carbonyl)amino)propan-2-yl)-6-(4-fluorophenyl)pyridin-2-yl)oxy)-3-azabicyclo[3.1.0]hexane-3-carboxylate C(C1=CC=CC=C1)OC(=O)NC(C)(C)C1=CC(=NC(=C1)C1=CC=C(C=C1)F)OC1C2CN(CC12)C(=O)O.ClC[SiH2]C=C(OC)OC